1-(2-chloro-4-(4-(trifluoromethyl)piperidin-1-yl)phenyl)cyclohexane-1,4-diamine ClC1=C(C=CC(=C1)N1CCC(CC1)C(F)(F)F)C1(CCC(CC1)N)N